Allyl-(2-hydroxyethyl)-methyl-sulfonium bromide [Br-].C(C=C)[S+](C)CCO